((2S,6R)-2,6-dimethylmorpholino)(4-(7-(2-(2-hydroxypropan-2-yl)pyridin-4-yl)furo[3,2-b]pyridin-2-yl)phenyl)methanone C[C@@H]1O[C@@H](CN(C1)C(=O)C1=CC=C(C=C1)C1=CC2=NC=CC(=C2O1)C1=CC(=NC=C1)C(C)(C)O)C